benzyl 1-(difluoromethyl)-8-((4-nitrophenyl)sulfonyl)-3,8-diazabicyclo[3.2.1]octane-3-carboxylate FC(C12CN(CC(CC1)N2S(=O)(=O)C2=CC=C(C=C2)[N+](=O)[O-])C(=O)OCC2=CC=CC=C2)F